C1(CC1)C1(CN(CCC1)C=1C2=C(N=C(N1)OC[C@]13CCCN3C[C@@H](C1)F)C(=C(N=C2)C2=CC(=CC1=CC=C(C(=C21)CC)F)O)F)O 3-Cyclopropyl-1-(7-(8-ethyl-7-fluoro-3-hydroxynaphthalen-1-yl)-8-fluoro-2-(((2R,7aS)-2-fluorotetrahydro-1H-pyrrolizin-7a(5H)-yl)methoxy)pyrido[4,3-d]pyrimidin-4-yl)piperidin-3-ol